tert-butyl (4aS,8aR)-4-[6-(4-chloro-2-hydroxy-phenyl)-5-(difluoromethyl) pyridazin-3-yl]-3,4a,5,7,8,8a-hexahydro-2H-pyrido[4,3-b][1,4]oxazine-6-carboxylate ClC1=CC(=C(C=C1)C1=C(C=C(N=N1)N1[C@@H]2[C@H](OCC1)CCN(C2)C(=O)OC(C)(C)C)C(F)F)O